N-[5-bromo-4-(1,1-difluoroethyl)-6-methoxy-pyrimidin-2-yl]-6-chloro-1H-indole-3-sulfonamide BrC=1C(=NC(=NC1OC)NS(=O)(=O)C1=CNC2=CC(=CC=C12)Cl)C(C)(F)F